4-(3-(2,6-dimethyl-4-(4-(pyrrolidin-1-yl)butanamido)phenoxy)-5-methylphenyl)-N-ethyl-6-methyl-7-oxo-6,7-dihydro-1H-pyrrolo[2,3-c]pyridine-2-carboxamide CC1=C(OC=2C=C(C=C(C2)C)C=2C3=C(C(N(C2)C)=O)NC(=C3)C(=O)NCC)C(=CC(=C1)NC(CCCN1CCCC1)=O)C